ClC1=C(C(=O)P(C2=CC=C(C=C2)Cl)(C(C2=C(C=CC=C2Cl)Cl)=O)=O)C(=CC=C1)Cl bis(2,6-dichlorobenzoyl)-4-chlorophenyl-phosphine oxide